5-bromo-2-(4-chlorobenzoyl)benzoic acid BrC=1C=CC(=C(C(=O)O)C1)C(C1=CC=C(C=C1)Cl)=O